Pentacene-quinone C1(C(C=CC2=CC3=CC4=CC5=CC=CC=C5C=C4C=C3C=C12)=O)=O